C(C)OC1=CC=C(C=C1)N(C=1C=C2CCC[C@H](C2=CC1)CNC=1C=NC=CC1C(=O)O)C 3-({[(1R)-6-[(4-ethoxyphenyl)(methyl)amino]-1,2,3,4-tetrahydronaphthalen-1-yl]methyl}amino)pyridine-4-carboxylic acid